ClC=1C=CC2=C(N(CN(S2(=O)=O)[C@@H]([C@H](C)C2=C(C(=CC=C2F)C)C)C2=NNC(O2)=O)CCN2CCOCC2)N1 5-((1S,2R)-1-(6-chloro-4-(2-morpholinoethyl)-1,1-dioxido-3,4-dihydro-2H-pyrido[2,3-e][1,2,4]thiadiazin-2-yl)-2-(6-fluoro-2,3-dimethylphenyl)propyl)-1,3,4-oxadiazol-2(3H)-one